5-(4-methoxy-6-nitroquinolin-2-yl)thiazole COC1=CC(=NC2=CC=C(C=C12)[N+](=O)[O-])C1=CN=CS1